N1=C(C=C2N1C=CC=C2)[C@@H]2N(CCC1=C2N=CN1)C=1OC(=NN1)C1=NC=CC=C1 (R)-2-(4-(pyrazolo[1,5-a]pyridin-2-yl)-6,7-dihydro-1H-imidazo[4,5-c]pyridin-5(4H)-yl)-5-(pyridin-2-yl)-1,3,4-oxadiazole